ClC1=C(C(C(C1(F)F)(F)F)(F)F)C1=C(C=CC=C1)C1=CC=CC=C1 2-(2-Chloro-3,3,4,4,5,5-hexafluorocyclopent-1-en-1-yl)biphenyl